BrC=1C=CC2=C(OC(C(N2)=O)(C)C)N1 6-bromo-3,3-dimethyl-1H-pyrido[2,3-b][1,4]oxazin-2-one